(6aR,9R)-N,N-diethyl-7-(methyl-d3)-4,6,6a,7,8,9-hexahydroindolo[4,3-fg]quinoline-9-carboxamide trifluoroacetate 6a,7,8,9-tetrahydroindolo[4,3-fg]quinoline-4(6H)-carboxylate C1=CC=C2N(C=C3C2=C1C1=CCCNC1C3)C(=O)O.FC(C(=O)O)(F)F.C(C)N(C(=O)[C@H]3CN([C@@H]1CC=2C4=C(C1=C3)C=CC=C4NC2)C([2H])([2H])[2H])CC